(3R,5'S)-1'-((S)-4-fluoro-4-methyl-2-((methyl-d3)amino)pentanoyl)-2-oxo-6-(trifluoromethyl)spiro[indoline-3,3'-pyrrolidine]-5'-carboxamide hydrochloride Cl.FC(C[C@@H](C(=O)N1C[C@]2(C[C@H]1C(=O)N)C(NC1=CC(=CC=C12)C(F)(F)F)=O)NC([2H])([2H])[2H])(C)C